COC(C1=CC(=C(C(=C1)O)Br)F)=O C4-bromo-3-fluoro-5-hydroxybenzoic acid methyl ester